5-bromo-2-(ethoxycarbonyl)-3-methylpyridine-1-oxide BrC=1C=C(C(=[N+](C1)[O-])C(=O)OCC)C